2,6-dichloropyrimidin-4-amine ClC1=NC(=CC(=N1)N)Cl